(3-methoxy-5-(1H-pyrazol-1-yl)phenoxy)thieno[3,2-b]pyridine COC=1C=C(OC2=CC3=NC=CC=C3S2)C=C(C1)N1N=CC=C1